C(C1=CC=CC=C1)N(C1CC2=C(N(N=C2CC1)C1=NC=C(C=N1)[N+](=O)[O-])O)C 5-(benzyl-(methyl)amino)-2-(5-nitropyrimidin-2-yl)-4,5,6,7-tetrahydro-2H-indazol-3-ol